FC1=CC=2C=3N(C(=NC2C(=C1)OC)N)N=C(N3)CC[C@H]3CC=1N(CC3)C(=NC1)C1(CC1)C(F)(F)F |o1:19| (R or S)-9-fluoro-7-methoxy-2-(2-(3-(1-(trifluoromethyl)cyclopropyl)-5,6,7,8-tetrahydroimidazo[1,5-a]pyridin-7-yl)ethyl)-[1,2,4]triazolo[1,5-c]quinazolin-5-amine